ClC=1C=C(C=NC1)C1=C(NC=2C3=C(CCC12)C=CC=C3)C(=O)O 3-(5-chloropyridin-3-yl)-4,5-dihydro-1H-benzo[g]indole-2-carboxylic Acid